C\C(=C(/C(=O)O)\C)\C(=O)O.C(\C=C\C(=O)OC)(=O)OC dimethyl Fumarate (Dimethyl Fumarate)